ClC1=NC=C(C(=N1)C1=CNC2=C(C=CC=C12)NC([C@@H](COC)N1CCN(CC1)C)=O)F (R)-N-[3-(2-chloro-5-fluoropyrimidin-4-yl)-1H-indol-7-yl]-3-methoxy-2-(4-methylpiperazin-1-yl)propanamide